methyl (R)-4-oxo-2-(m-tolylethynyl)chromane-2-carboxylate O=C1C[C@](OC2=CC=CC=C12)(C(=O)OC)C#CC=1C=C(C=CC1)C